FC(COC1=C(C=CC=C1)C=1C=C2CCN[C@H](C2=CC1)CNC1=C(C(=O)O)C=CN=C1)(F)F (R)-3-(((6-(2-(2,2,2-trifluoroethoxy)phenyl)-1,2,3,4-tetrahydroisoquinolin-1-yl)methyl)amino)isonicotinic acid